benzyl 4-[3-methoxy-5-[(1R)-1-[[2-methyl-5-(1-methyl-4-piperidyl)benzoyl]amino]ethyl]phenyl]thiophene-2-carboxylate COC=1C=C(C=C(C1)[C@@H](C)NC(C1=C(C=CC(=C1)C1CCN(CC1)C)C)=O)C=1C=C(SC1)C(=O)OCC1=CC=CC=C1